CO[C@H]1CNCC1 (R)-3-methoxypyrrolidine